2-(2,5-difluoro-4-(5-fluoro-6-((2-fluoro-4-(trifluoromethyl)benzyl)oxy)pyridin-2-yl)benzyl)-1-(4,4-dimethyltetrahydrofuran-3-yl)-4-fluoro-1H-benzo[d]imidazole-6-carboxylic acid FC1=C(CC2=NC3=C(N2C2COCC2(C)C)C=C(C=C3F)C(=O)O)C=C(C(=C1)C1=NC(=C(C=C1)F)OCC1=C(C=C(C=C1)C(F)(F)F)F)F